C(#N)C1=C(C#N)C=CC(=C1)Cl 2-Cyano-4-chlorobenzonitrile